C(CCCCC(=O)C1CCCCC(=O)N1)(=O)C1CCCCC(=O)N1 Adipoyl-Biscaprolactam